FC(C(=O)O)(F)F.ClC1=C(C=CC(=C1NC=1C(=C2C(N(C=NC2=CC1)C)=O)C)F)NS(=O)(=O)N1C[C@H](CC1)F (S)-N-(2-chloro-3-((3,5-dimethyl-4-oxo-3,4-dihydroquinazolin-6-yl)amino)-4-fluorophenyl)-3-fluoropyrrolidine-1-sulfonamide trifluoroacetate